[N-](S(=O)(=O)C(F)(F)F)S(=O)(=O)C(F)(F)F.C(C)N1C(=[N+](C=C1)C)C 1-ethyl-2,3-dimethylimidazolium bis(trifluoromethanesulfonyl)imide salt